7,7-dimethyl-6,7-dihydro-5H-cyclopenta[b]pyridine-2-carboxamide CC1(CCC=2C1=NC(=CC2)C(=O)N)C